ClC1=CC(=CC(=N1)OC=1C=NC(=NC1)N1C[C@@H](N(CC1)C(=O)OC(C)(C)C)C)C(=O)OC (S)-tert-Butyl 4-(5-((6-chloro-4-(methoxycarbonyl)pyridin-2-yl)oxy)pyrimidin-2-yl)-2-methylpiperazine-1-carboxylat